NC=1N=NC(=CC1N1C[C@@H](OCC1)C1=C(C=C(C(=O)N2CCC(CC2)CN2CCC(CC2)N2C=CC3=C(C=C(C=C23)C)N2CNCC=C2)C=C1)C)C1=C(C=CC=C1)O (s)-1-(1-(1-((1-(4-(4-(3-Amino-6-(2-hydroxyphenyl)pyridazin-4-yl)morpholin-2-yl)-3-methylbenzoyl)piperidin-4-yl)methyl)piperidin-4-yl)-6-methyl-1H-indol-4-yl)dihydropyrimidine